C(=O)O.N1CC(CCC1)=O Piperidine-3-one formate salt